tert-butyl (2S)-2-(3-ethoxy-3-oxopropyl)pyrrolidine-1-carboxylate C(C)OC(CC[C@H]1N(CCC1)C(=O)OC(C)(C)C)=O